N5-(p-tolylamino)-L-glutamine C1(=CC=C(C=C1)NNC(CC[C@H](N)C(=O)O)=O)C